BrC=1C(=CC(=C(C1)S(=O)(=O)O)OC)CC 5-bromo-4-ethyl-2-methoxybenzenesulfonic acid